2-(dodecan-5-yl)-1,3-dioxan-5-yl hydrogen sulfate S(=O)(=O)(OC1COC(OC1)C(CCCC)CCCCCCC)O